2-(((1S,4S)-4-methoxycyclohexyl)oxy)quinoline-6-carbaldehyde COC1CCC(CC1)OC1=NC2=CC=C(C=C2C=C1)C=O